C(=C)[Si]1(C[SiH2]C1)C=C 1,1-divinyl-1,3-disilacyclobutane